N-((3-((5-(4-amino-4-methylpiperidin-1-yl)pyrazin-2-yl)thio)-2-chlorophenyl)sulfonyl)benzamide NC1(CCN(CC1)C=1N=CC(=NC1)SC=1C(=C(C=CC1)S(=O)(=O)NC(C1=CC=CC=C1)=O)Cl)C